(S)-2-((2-((4-chloro-2-fluorobenzyl)oxy)-3-(trifluoromethyl)-5,8-dihydro-1,7-naphthyridin-7(6H)-yl)methyl)-3-(oxetan-2-ylmethyl)-3H-imidazo[4,5-b]pyridine-6-carbonitrile ClC1=CC(=C(COC2=NC=3CN(CCC3C=C2C(F)(F)F)CC2=NC=3C(=NC=C(C3)C#N)N2C[C@H]2OCC2)C=C1)F